BrC=1C=C(C(=O)N(CC2=CC=NC=C2)C)C=CC1 3-bromo-N-methyl-N-(4-pyridylmethyl)-benzamide